2-(6-methoxy-2-naphthyl)propionic acid COC=1C=C2C=CC(=CC2=CC1)C(C(=O)O)C